C[C@@H]1N([C@@H](CC[C@H]1C)C1=CC=CC=C1)C(C(=O)NC=1C=C(C=NC1)C(=O)N)=O 5-[[2-[(2S,3R,6S)-2,3-dimethyl-6-phenyl-1-piperidyl]-2-oxo-acetyl]amino]pyridine-3-carboxamide